FC=1C=C(C=C(C1OC1=CC=NC2=CC(=C(C=C12)OC1(CC1)C)OC)F)NC(C1=CN=CC=C1OC)=O N-(3,5-difluoro-4-((7-methoxy-6-(1-methylcyclopropoxy)quinolin-4-yl)oxy)phenyl)-4-methoxynicotinamide